NC1=NC=CC=C1C1=NC=2C(=NC(=CC2)N2N=CC=C2)N1C=1C=C2CC[C@@H](C2=CC1)NC(=O)C=1C=CC2=C(C=NO2)C1 (S)-N-(5-(2-(2-aminopyridin-3-yl)-5-(1H-pyrazol-1-yl)-3H-imidazo[4,5-b]pyridin-3-yl)-2,3-dihydro-1H-inden-1-yl)benzo[d]isoxazole-5-carboxamide